5-methyl-5,6,7,8-tetrahydroquinolin CC1C=2C=CC=NC2CCC1